The molecule is a trihydroxyanthraquinone that is that is 3,6,8-trihydroxy-9,10-anthraquinone substituted by methyl and carboxy groups at positions 1 and 2 respectively. A minor component of LAC dye together with laccaic acids A, B and C. It has a role as a dye and an animal metabolite. It is a monocarboxylic acid, a polyphenol and a trihydroxyanthraquinone. It is a conjugate acid of a laccaic acid D(1-). CC1=C2C(=CC(=C1C(=O)O)O)C(=O)C3=C(C2=O)C(=CC(=C3)O)O